C12N(CCNC2CC1)C=1C=CC(=NC1)C(=O)NC 5-(2,5-diazabicyclo[4.2.0]oct-2-yl)-N-methylpyridine-2-carboxamide